ClC1=CC=C2C(=N1)N(C(=N2)C)C2C(C2)(F)F 5-Chloro-3-(2,2-difluorocyclopropyl)-2-methyl-3H-imidazo[4,5-b]pyridine